3-[3-[6-[[4-[(3R,5R)-5-[(5-chloro-1-methyl-6-oxo-pyridazin-4-yl)amino]-1-methyl-3-piperidyl]phenyl]methyl]-3,6-diazabicyclo[3.1.1]heptan-3-yl]phenyl]piperidine-2,6-dione ClC1=C(C=NN(C1=O)C)N[C@@H]1C[C@@H](CN(C1)C)C1=CC=C(C=C1)CN1C2CN(CC1C2)C=2C=C(C=CC2)C2C(NC(CC2)=O)=O